TRIMETHYLARSINE C[As](C)C